maleic-anhydride butyl-methacrylate C(CCC)OC(C(=C)C)=O.C1(\C=C/C(=O)O1)=O